[6-(hydroxymethyl)-6-bicyclo[2.2.1]hept-2-enyl]methanol OCC1(CC2C=CC1C2)CO